FC1(CN(CCC1OC1=C2C(N(C=NC2=CC=C1OC)COCC[Si](C)(C)C)=O)C(=O)OC(C)(C)C)F tert-butyl 3,3-difluoro-4-((6-methoxy-4-oxo-3-((2-(trimethylsilyl)ethoxy)methyl)-3,4-dihydroquinazolin-5-yl)oxy)piperidine-1-carboxylate